C(C1=CC=CC=C1)N1CCN(CC1)[C@H]1[C@H](CN(CC1)C1=C2CC(N(C2=CC=C1)C=1C(=NC(=CC1)OCC1=CC=CC=C1)OCC1=CC=CC=C1)=O)F 4-((3s,4r)-4-(4-benzylpiperazin-1-yl)-3-fluoropiperidin-1-yl)-1-(2,6-bis(benzyloxy)pyridin-3-yl)indolin-2-one